methyl 4-amino-1-(isoquinolin-5-yl)-2-oxo-7-(trifluoromethyl)-1,2-dihydro-1,8-naphthyridine-3-carboxylate NC1=C(C(N(C2=NC(=CC=C12)C(F)(F)F)C1=C2C=CN=CC2=CC=C1)=O)C(=O)OC